ClC1=CC=C(C=C1)[C@](C(=O)OCC#C)([C@@H](NC1=CC=CC=C1)C1=CC=CC=C1)NCCC prop-2-yn-1-yl (2r,3s)-2-(4-chlorophenyl)-3-phenyl-3-(phenylamino)-2-propylaminopropionate